4-(4-(hydroxymethyl)-1H-imidazol-1-yl)benzonitrile OCC=1N=CN(C1)C1=CC=C(C#N)C=C1